C1(CC1)N([C@H]1[C@H]([C@@H]2CC[C@H](C1)N2C(=O)OC(C)(C)C)F)C=2SC(=NN2)C2=C(C=C(C=C2)C2=CC(=NC(=C2)OC)F)OCOC tert-butyl (1S,2S,3R,5R)-3-(cyclopropyl(5-(4-(2-fluoro-6-methoxypyridin-4-yl)-2-(methoxymethoxy)phenyl)-1,3,4-thiadiazol-2-yl) amino)-2-fluoro-8-azabicyclo[3.2.1]octane-8-carboxylate